tert-butyl 3-[[(3S)-5-methyl-4-oxo-2,3-dihydro-1,5-benzoxazepin-3-yl]carbamoyl]-1-(2-trimethylsilyl ethoxymethyl)-6,7-dihydro-4H-pyrazolo[4,3-c]pyridine-5-carboxylate CN1C([C@H](COC2=C1C=CC=C2)NC(=O)C2=NN(C1=C2CN(CC1)C(=O)OC(C)(C)C)COCC[Si](C)(C)C)=O